C(C)(=O)OC1=CC2=CC=C(C(=C2C=C1)C=O)OC 5-formyl-6-methoxynaphthalen-2-yl acetate